methyl [2,2'-bithiazole]-5-carboxylate S1C(=NC=C1C(=O)OC)C=1SC=CN1